ClC1=CC=C(C=C1)C1=NC2=C3N=CC=CC3=CC=C2C=C1 2-(4-chloro-phenyl)-1,10-phenanthroline